tert-butyl rac-(3aS,6aS)-1-(6-chloropyridazin-3-yl)-2,3,3a,4,6,6a-hexahydropyrrolo[2,3-c]pyrrole-5-carboxylate ClC1=CC=C(N=N1)N1CC[C@@H]2[C@H]1CN(C2)C(=O)OC(C)(C)C |r|